C(C)(C)(C)OC(=O)NC1=NC(=CC(=C1)[C@@H]1[C@H](C1)C(=O)O)OC |r| rac-(1S*,2S*)-2-(2-((tert-butoxycarbonyl)amino)-6-methoxypyridin-4-yl)cyclopropane-1-carboxylic acid